(2-(trifluoromethyl)pyridin-3-yl)methanamine FC(C1=NC=CC=C1CN)(F)F